(trifluoromethyl)imidazo[1,5-b]pyridazin-2-amine FC(F)(F)C1=CC=2N(N=C1N)C=NC2